FC1=NN2C(N=CC3=C2C(CC3C(=O)OC)(C=3C=NNC3)C)=C1 methyl 2-fluoro-8-methyl-8-(1H-pyrazol-4-yl)-7,8-dihydro-6H-cyclopenta[e]pyrazolo[1,5-a]pyrimidine-6-carboxylate